I(=O)(=O)(=O)O[Na] periodyloxysodium